3-(4-((2-azaspiro[3.3]heptan-6-yl)oxy)-3-methyl-2-oxo-2,3-dihydro-1H-benzo[d]imidazol-1-yl)-1-methylpiperidine-2,6-dione hydrochloride Cl.C1NCC12CC(C2)OC2=CC=CC=1N(C(N(C12)C)=O)C1C(N(C(CC1)=O)C)=O